C(=O)(OC(C)(C)C)N1C[C@H](CC1)N (S)-1-Boc-3-aminopyrrolidine